ClC1=CC=C(C=C1)[C@@]1(N(C(C2=CC(=CC(=C12)F)C(=O)C=1N=CN(C1)C)=O)CC1=CC=C(C=N1)C#N)O[C@@H]1COCC1 6-{[(1R)-1-(4-chlorophenyl)-7-fluoro-5-(1-methyl-1H-imidazole-4-carbonyl)-3-oxo-1-[(3S)-oxolan-3-yloxy]-2,3-dihydro-1H-isoindol-2-yl]methyl}pyridine-3-carbonitrile